3-(2-(3-hydroxy-3-methylbutyl)-5-(2-(pyridin-3-yl)thiazole-4-carboxamido)-2H-indazol-6-yl)benzoic acid OC(CCN1N=C2C=C(C(=CC2=C1)NC(=O)C=1N=C(SC1)C=1C=NC=CC1)C=1C=C(C(=O)O)C=CC1)(C)C